6-((1-((1-((2-aminoethoxy)methyl)cyclopropyl)sulfonyl)cyclopropyl)methyl)-N-(4-cyanobenzyl)-1-methyl-7-oxo-4,5,6,7-tetrahydro-1H-pyrazolo[3,4-c]pyridine-3-carboxamide NCCOCC1(CC1)S(=O)(=O)C1(CC1)CN1C(C2=C(CC1)C(=NN2C)C(=O)NCC2=CC=C(C=C2)C#N)=O